OC=1C=C(/C=C/C=2C=NC=CC2)C=C(C1)O (E)-3-(3,5-dihydroxystyryl)pyridine